[Cu].[Zn].[Fe] iron-zinc-copper